(3E)-3-[2-(dimethylamino)ethylidene]-1-[4-({2-fluoro-3-methyl-4-[(1-methyl-1,3-benzodiazol-5-yl)oxy]phenyl}amino)pyrido[3,2-d]pyrimidin-6-yl]pyrrolidin-2-one CN(C\C=C/1\C(N(CC1)C=1C=CC=2N=CN=C(C2N1)NC1=C(C(=C(C=C1)OC1=CC2=C(N(C=N2)C)C=C1)C)F)=O)C